C1(=CC=CC=C1)C=1C=CC2=C(NC(N2)=S)C1 6-Phenyl-1,3-dihydro-2H-benzimidazole-2-thione